(S)-3-methyl-4-methylenepiperidine-1,3-dicarboxylate C[C@]1(CN(CCC1=C)C(=O)[O-])C(=O)[O-]